NC(CCCCCCCCCCCCCCCCCCC)(N)N triaminoicosane